4-(5-(difluoromethyl)-1,3,4-thiadiazol-2-yl)-2-methyl-N-(1-methylcyclopropyl)-8-(octahydro-2H-pyrazino[1,2-a]pyrazin-2-yl)quinazoline-6-sulfonamide FC(C1=NN=C(S1)C1=NC(=NC2=C(C=C(C=C12)S(=O)(=O)NC1(CC1)C)N1CC2N(CC1)CCNC2)C)F